(R)-1-(2-(2-(azetidin-1-yl)ethyl)-4-((1-(3-(1,1-difluoroethyl)-2-fluorophenyl)ethyl)amino)-7-methoxypyrido[2,3-d]pyrimidin-6-yl)cyclopropane-1-carbonitrile N1(CCC1)CCC=1N=C(C2=C(N1)N=C(C(=C2)C2(CC2)C#N)OC)N[C@H](C)C2=C(C(=CC=C2)C(C)(F)F)F